CC=1C(=CC2=C(S(C3=C(C(N2)=O)C=CC=C3)(=O)=O)C1)C(=O)O 7-methyl-11-oxo-10,11-dihydrodibenzo[b,f][1,4]thiazepine-8-carboxylic acid 5,5-dioxide